NC=1N=C(C2=C(N1)C=CN(C2=O)CC2=C(C=C(C=C2)C(=O)N2CCN(CC2)C)OC)N[C@H](CO)CCC (S)-2-amino-4-((1-hydroxypentan-2-yl)amino)-6-(2-methoxy-4-(4-methylpiperazine-1-carbonyl)benzyl)pyrido[4,3-d]pyrimidin-5(6H)-one